1-nonadecanoyl-2-(9Z-heptadecenoyl)-glycero-3-phosphoserine CCCCCCCCCCCCCCCCCCC(=O)OC[C@H](COP(=O)(O)OC[C@@H](C(=O)O)N)OC(=O)CCCCCCC/C=C\CCCCCCC